C1(CCCCC1)C(=O)O.CC1=CC=CC=C1C(C1=CC(=CC=2C3=CC=CC=C3N(C12)CC)CC(=O)CC1CCCC1)=NO 1-(6-methylbenzoyl-9-ethylcarbazol-3-yl)-(3-cyclopentylacetone)-1-oxime cyclohexyl-formate